OC[C@H](C1=CC=CC=C1)NC1=CC(=NC=C1C=1OC=NN1)NC1=CC=C2C(CC(OC2=C1)(C)C)=O (S)-7-(4-(2-hydroxy-1-phenylethylamino)-5-(1,3,4-oxadiazol-2-yl)pyridin-2-ylamino)-2,2-dimethylchroman-4-one